OC1=NC(=NC=C1C(=O)NCC(=O)O)NS(=O)(=O)C1=CC=C(C=C1)C(F)(F)F 2-(4-hydroxy-2-(4-(trifluoromethyl)benzenesulfonylamino)pyrimidine-5-carboxamido)acetic acid